CC1=C(OC2=C(C=C(C=C2C1=O)C)[C@@H](C)NC1=C(C(=O)O)C=CC=C1)C1=CC=C(C=C1)OCCN1CCOCC1 (R)-2-((1-(3,6-dimethyl-2-(4-(2-morpholinoethoxy)phenyl)-4-oxo-4H-chromen-8-yl)ethyl)amino)benzoic acid